C1(=CC=CC=C1)S(=O)(=O)[O-].C(C)[NH+](CC)CC triethylammonium Benzenesulfonate